tert-butyl 2-(6-bromopyridin-2-yl)-7-((tert-butyldimethylsilyl) oxy)-2,6,6-trimethylheptanoate BrC1=CC=CC(=N1)C(C(=O)OC(C)(C)C)(CCCC(CO[Si](C)(C)C(C)(C)C)(C)C)C